4-(pyrazol-1-yl)-3-(4-methylphenyl)-4,5-dihydro-1H-pyrazole N1(N=CC=C1)C1C(=NNC1)C1=CC=C(C=C1)C